CN1N(C(C(=C1C)N(C)CS(=O)(=O)[O-])=O)C1=CC=CC=C1.[Na+] sodium [(1,5-dimethyl-3-oxo-2-phenylpyrazol-4-yl)-methylamino]methanesulfonate